ClC=1C=C(C=CC1C)C(C(NO)=N)(F)F 2-(3-chloro-4-methylphenyl)-2,2-difluoro-N-hydroxyacetimidamide